1-ethyl-6,8-difluoro-7-(3-methylpiperazin-1-yl)-3-(4-hydroxy-cinnamoyl)-quinolin-4(1H)-one C(C)N1C=C(C(C2=CC(=C(C(=C12)F)N1CC(NCC1)C)F)=O)C(C=CC1=CC=C(C=C1)O)=O